bis(dimethylamino)bromoborane fluorine acetate C(C)(=O)O.[F].CN(C)B(Br)N(C)C